C(C)(=O)C=1C=C(SC1)[S@@](=O)(N)=NC(NC1=C2C(=NC3=C1CCC3)[C@@H](CC2)C)=O (R)-4-acetyl-N'-(((R)-3-methyl-1,2,3,5,6,7-hexahydrodicyclopenta[b,e]pyridin-8-yl)carbamoyl)thiophene-2-sulfonimidamide